bis(trichloroethyl)-6-styryl-s-triazine ClC(CC1=NC(=NC(=N1)C=CC1=CC=CC=C1)CC(Cl)(Cl)Cl)(Cl)Cl